chloromaleimide ClC=1C(=O)NC(C1)=O